1-((3S,5R)-1-propenoyl-5-(methoxymethyl)pyrrolidin-3-yl)-3-((1-cyclopropyl-4,6-difluoro-1H-benzo[d]imidazol-5-yl)ethynyl)-5-(methylamino)-1H-pyrazole-4-carboxamide C(C=C)(=O)N1C[C@H](C[C@@H]1COC)N1N=C(C(=C1NC)C(=O)N)C#CC1=C(C2=C(N(C=N2)C2CC2)C=C1F)F